NC1=C(C(=NN1[C@@H]1CN(CC1)C(C=C)=O)C#CC1=C(C2=C(N(C=N2)C2CC2)C=C1F)F)C(=O)N 5-Amino-3-[2-(1-cyclopropyl-4,6-difluoro-1,3-benzodiazol-5-yl)ethynyl]-1-[(3S)-1-(prop-2-enoyl)pyrrolidin-3-yl]pyrazole-4-carboxamide